(S)-2-methyl-N-(6-(5-(methyl-d3)-1,2,4-oxadiazol-3-yl)-2,3-dihydrobenzofuran-3-yl)oxazole-5-carboxamide CC=1OC(=CN1)C(=O)N[C@@H]1COC2=C1C=CC(=C2)C2=NOC(=N2)C([2H])([2H])[2H]